BrC(C(=O)OC)(C)C methyl alpha-bromoisobutyrate